C(C)OCC=1N(C2=C(C(=NC=3C=C(C=CC23)CC2=CC=C(C=C2)CCN2CCCC2)NC(C2=CC=CC=C2)(C2=CC=CC=C2)C2=CC=CC=C2)N1)CC(C)(O)C 1-(2-(ethoxymethyl)-7-(4-(2-(pyrrolidin-1-yl)ethyl)benzyl)-4-(tritylamino)-1H-imidazo[4,5-c]quinolin-1-yl)-2-methylpropan-2-ol